C1=CC=CC=2C3=CC=CC=C3C(C12)COC(=O)N[C@H](C(=O)N[C@H](C(=O)OC(C)(C)C)CCC(C=[N+]=[N-])=O)CC(C)C tert-Butyl (S)-2-((S)-2-((((9H-fluoren-9-yl)methoxy)carbonyl)amino)-4-methylpentanamido)-6-diazo-5-oxohexanoate